3-((1-bromo-5,6-dihydrospiro[cyclopenta[c]pyridine-7,2'-[1,3]dioxolane]-4-yl)oxy)-5-fluorobenzonitrile BrC1=NC=C(C2=C1C1(OCCO1)CC2)OC=2C=C(C#N)C=C(C2)F